C(C1=CC=CC=C1)N1CCC=2N=C3C(=C(C2C1)C)CN(C3)C(CC3CN(C3)C3=CC(=NC=C3)C(F)(F)F)=O 1-(7-Benzyl-9-methyl-1,3,5,6,7,8-hexahydro-2,4,7-triaza-cyclopenta[b]naphthalen-2-yl)-2-[1-(2-trifluoromethyl-pyridin-4-yl)-azetidin-3-yl]-ethanone